C(C)(C)C=1N(N=C2C=CC(=CC12)C1=NC(=NC=C1)NC1=CC=C2C(=NC=NC2=C1)N1[C@@H](CNCC1)C)C (R)-N-(4-(3-isopropyl-2-methyl-2H-indazol-5-yl)pyrimidin-2-yl)-4-(2-methylpiperazin-1-yl)quinazolin-7-amine